COC1=NC=C(C(=N1)OC)C=1C=C(C=2N(N1)C=CN2)[C@@H]2[C@H](C2)C2=CC=C1C3(C(N(C1=C2)CC2(CC2)F)=O)CC3 6'-((1S,2S)-2-(6-(2,4-dimethoxypyrimidin-5-yl)imidazo[1,2-b]pyridazin-8-yl)cyclopropyl)-1'-((1-fluorocyclopropyl)methyl)spiro[cyclopropane-1,3'-indolin]-2'-one